C12(CC3CC(CC(C1)C3)C2)C2=NC=CC(=C2)C2=CC=CC=C2 2-(adamantan-1-yl)-4-phenylpyridine